NC=1C(=C(C=CC1)C=1N=C(C(=NC1)N\C(\C(=O)O)=C/C=1OC=CC1)C1=CN=NC(=C1)Cl)F (Z)-2-((5-(3-amino-2-fluorophenyl)-3-(6-chloropyridazin-4-yl)pyrazin-2-yl)amino)-3-(furan-2-yl)acrylic acid